NC1=CC(=C2C(NC(C2=C1O)=O)C1=C(C=CC(=C1)F)Cl)NC(C1=CC(=CC(=C1)C(F)(F)F)F)=O N-(6-amino-3-(2-chloro-5-fluorophenyl)-7-hydroxy-1-oxoisoindolin-4-yl)-3-fluoro-5-(trifluoromethyl)benzamide